C(#N)CC1=C(OC2=C1C=CC=C2N[C@@H]2[C@@H](CN(CC2)C)F)C#CC 3-(3-(cyanomethyl)-7-(((3R,4S)-3-fluoro-1-methylpiperidin-4-yl)amino)benzofuran-2-yl)prop-2-yn